OC12CCN(CC2CCCC1)C(C(=O)NC=1C=C(C=NC1)C(=O)N)=O 5-[2-(4a-hydroxy-Decahydroisoquinolin-2-yl)-2-oxoacetamido]pyridine-3-carboxamide